FC(C1=NC(=NO1)C1=CC=C(C=C1)CN1N=CC(=C1)C=O)(F)F 1-[[4-[5-(trifluoromethyl)-1,2,4-oxadiazol-3-yl]phenyl]methyl]pyrazole-4-carbaldehyde